N[C@H](C(=O)O)[C@H](C1=CC=C(C=C1)S(=O)(=O)C)O (2S,3S)-2-amino-3-hydroxy-3-[4-(methylsulfonyl)phenyl]propanoic acid